((1s,3s)-3-methylcyclobutyl)methyl 1H-imidazole-1-carboxylate N1(C=NC=C1)C(=O)OCC1CC(C1)C